BrC1=CC=2N(C3=CC(=CC=C3C2C=C1)Br)CC#C 2,7-dibromo-9-(prop-2-yn-1-yl)-9H-carbazole